C(C(O)CC(=O)[O-])(=O)[O-].C(C(O)CC(=O)[O-])(=O)[O-].C(C(O)CC(=O)[O-])(=O)[O-].[Fe+6] iron tris-malate